5H-pyrrolo[3,4-d]pyrimidin-7-one N1=CN=CC2=C1C(NC2)=O